8-fluoro-6-(2-methylimidazo[1,2-a]pyrimidin-6-yl)quinazolin-4(3H)-one FC=1C=C(C=C2C(NC=NC12)=O)C=1C=NC=2N(C1)C=C(N2)C